pentacyclo[6.5.1.13,6.02,7.09,13]Pentadecan-4-ene C12C3C4C=CC(C3C(C3CCCC31)C2)C4